FC(CN1C(C=2NN=C(C2C1C1=CC=C(C=C1)OC1=CC(=C(C=C1)F)OC(F)(F)F)C1=CC=CC=2NC(OC21)=O)=O)(C)F 7-[5-(2,2-Difluoropropyl)-4-{4-[4-fluoro-3-(trifluoromethoxy)phenoxy]phenyl}-6-oxo-1,4,5,6-tetrahydropyrrolo[3,4-c]pyrazol-3-yl]-1,3-benzoxazol-2(3H)-one